ClC1=C(C(=O)NC=2C=NC(=C(C2)C=2C=NC3=CC(=NC=C3C2)NC)C)C=CN=C1C(F)(F)F 3-chloro-N-(6-methyl-5-(7-(methylamino)-1,6-naphthyridin-3-yl)pyridin-3-yl)-2-(trifluoromethyl)isonicotinamide